CC1=CN=C(O1)CC=1C=NN(C1)C 5-methyl-2-[(1-methyl-1H-pyrazol-4-yl)methyl]-1,3-oxazol